BrC1=C2C=CN(C2=CC=C1)C(=O)C1=C(C(=C(C=O)C=C1Cl)OC)F (4-bromo-1H-indole-1-carbonyl)-5-chloro-3-fluoro-2-methoxybenzaldehyde